C([C@H]([C@@H]1C(=C(C(=O)O1)O)O)O)O Isoascorbic acid